2'-ethoxy-5-fluoro-N-(1-methylazetidin-3-yl)-2,3'-bipyridine C(C)OC1=NC=CC=C1C=1N(CC(=CC1)F)C1CN(C1)C